NC1=NC=C2N(C(N(C2=N1)[C@@H]1O[C@@H]([C@@H]([C@H]1O)O)CO)=O)CC1CC1 2-amino-7-(cyclopropylmethyl)-9-((2R,3R,4R,5R)-3,4-dihydroxy-5-(hydroxymethyl)tetrahydrofuran-2-yl)-7,9-dihydro-8H-purin-8-one